CN(C(C(=O)C1=CC=C(C=C1)N1CCOCC1)(CC)CC1=CC=C(C=C1)C)C 2-(dimethylamino)-2-(4-methylbenzyl)-1-(4-morpholinylphenyl)-butan-1-one